CN1C(=CC=2C(=NC(=CC21)C2=CC=C(C=C2)N2CC1CCC(C2)N1CCCO)C)C1=CC=C(C=C1)S(=O)(=O)C 3-(3-(4-(1,4-dimethyl-2-(4-(methylsulfonyl)phenyl)-1H-pyrrolo[3,2-c]pyridin-6-yl)phenyl)-3,8-diazabicyclo[3.2.1]oct-8-yl)propan-1-ol